ClC=1C(=CC(=C(C(=O)NC=2C=CC(=C(C2)[S@](=O)(C)=NC(OC(C)(C)C)=O)F)C1)N1CCC(CC1)(F)F)C(F)(F)F tert-butyl (R)-((5-(5-chloro-2-(4,4-difluoropiperidin-1-yl)-4-(trifluoromethyl)benzamido)-2-fluorophenyl)(methyl)(oxo)-λ6-sulfaneylidene)carbamate